BrC1=CC=C(C(=O)C2=C(C(=CN2)C(=O)OC)C2=C(C(=CC=C2F)F)C)C=C1 methyl 5-(4-bromobenzoyl)-4-(3,6-difluoro-2-methylphenyl)-1H-pyrrole-3-carboxylate